OC1(COC1)C=1C=C(C=CC1)C(=O)N1CCC(CC1)CC=1C=NC(=CC1)C(F)(F)F (3-(3-hydroxyoxetan-3-yl)phenyl)(4-((6-(trifluoromethyl)pyridin-3-yl)methyl)piperidin-1-yl)methanone